benzyl (2S)-2-(cyanomethyl)-4-(2'-(methylsulfinyl)-5',6'-dihydrospiro[fluorene-9,7'-pyrano[2,3-d]pyrimidin]-4'-yl)piperazine-1-carboxylate C(#N)C[C@@H]1N(CCN(C1)C=1C2=C(N=C(N1)S(=O)C)OC1(CC2)C2=CC=CC=C2C=2C=CC=CC21)C(=O)OCC2=CC=CC=C2